FC=1C=C2C(=CC1)NC(C21CCN(CC1)CCOC1=CC2=C(N(C=N2)C2CC(C2)(C)O)C(=C1)F)=O 5-fluoro-1'-{2-[7-fluoro-1-(3-hydroxy-3-methylcyclobutyl)-1H-1,3-benzimidazol-5-yloxy]ethyl}spiro[indoline-3,4'-piperidin]-2-one